2-(6-(difluoromethoxy)-2',6'-dimethyl-[1,1'-biphenyl]-3-yl)-4-((3-(1,1-difluoropropyl)phenyl)carbamoyl)-5-methyl-1H-imidazole 3-oxide FC(OC1=CC=C(C=C1C1=C(C=CC=C1C)C)C=1NC(=C([N+]1[O-])C(NC1=CC(=CC=C1)C(CC)(F)F)=O)C)F